2,3,6,7-tetrahydro-1H-azepin N1CCC=CCC1